N-(cyclopentylmethyl)-6-((2-(cis-3-fluoro-4-methoxypiperidin-1-yl)pyrimidin-4-yl)amino)-4-(isopropylamino)nicotinamide C1(CCCC1)CNC(C1=CN=C(C=C1NC(C)C)NC1=NC(=NC=C1)N1C[C@H]([C@H](CC1)OC)F)=O